FC=1C=CC(=NC1)NC(CC1=NN2C(NC=C(C2=O)C(=O)N(CCN2CCOCC2)C)=C1)=O 2-(((5-fluoropyridin-2-yl)amino)-2-oxoethyl)-N-methyl-N-(2-morpholinoethyl)-7-oxo-4,7-dihydropyrazolo[1,5-a]pyrimidine-6-carboxamide